ON1C(C=C(C=C1C1CCCCC1)C)=O 1-hydroxy-4-methyl-6-cyclohexyl-2-pyridone